C(CCC=CCC)(=O)O hept-4-enoic acid